(S)-4-((2-isopropoxyethyl)(4-(5,6,7,8-tetrahydro-1,8-naphthyridin-2-yl)butyl)amino)-2-(4-(trifluoromethyl)nicotinamido)butanoic acid C(C)(C)OCCN(CC[C@@H](C(=O)O)NC(C1=CN=CC=C1C(F)(F)F)=O)CCCCC1=NC=2NCCCC2C=C1